C1(CC1)CN(C1=N\C(\C(N1)=O)=C/C1=CC2=C(OCCO2)C=C1)C (Z)-2-((cyclopropylmethyl)(methyl)amino)-5-((2,3-dihydrobenzo[b][1,4]dioxin-6-yl)methylene)-3,5-dihydro-4H-imidazol-4-one